S1OCC2=C3C1=CC=CC3=CC=C2 naphtho[1,8-cd]-1,2-oxathiane